Thiophenequinone S1(C=CC=C1)(=O)=O